ClC=1N=C(C=2NC=3C=CC(=CC3C2N1)OC)Cl 2,4-Dichloro-8-methoxy-5H-pyrimido[5,4-b]indole